N-(2-dimethylamino-1-ethyl)-2'-(4-fluorophenyl)-6,6'-difluoro-2,4'-biquinoline-4-amide CN(CCNC(=O)C1=CC(=NC2=CC=C(C=C12)F)C1=CC(=NC2=CC=C(C=C12)F)C1=CC=C(C=C1)F)C